FC(C1=C(C=CC=C1)C(=O)C1=C(C=CC=C1)C(F)(F)F)(F)F (2-(trifluoromethyl) phenyl) ketone